2-bromo-4-carboxyl-hexadiene BrC(=C)C=C(CC)C(=O)O